3-chloro-4-methyl-benzene ClC=1C=CC=CC1C